(S)-2-(4-(3-(5-fluoro-6-methylpyridin-3-yl)isoxazolidine-2-carbonyl)piperidin-1-yl)pyrimidine-4-carbonitrile FC=1C=C(C=NC1C)[C@H]1N(OCC1)C(=O)C1CCN(CC1)C1=NC=CC(=N1)C#N